C(#N)C1=CC(=C(OCC2=CC=CC(=N2)OC2CCNCC2)C=C1)F 4-((6-((4-Cyano-2-fluorophenoxy)methyl)pyridin-2-yl)oxy)piperidin